ClC1=CN=C2N(N=C(C(=C2)C)N2CC=3C=C(C=NC3CC2)C2=CC=NN2C)C1=O 3-chloro-8-methyl-7-(3-(1-methyl-1H-pyrazol-5-yl)-7,8-dihydro-1,6-naphthyridin-6(5H)-yl)-4H-pyrimido[1,2-b]pyridazin-4-one